tert-butyl ((1R,3R)-3-(3-(trifluoromethyl)phenoxy)cyclopentyl)carbamate FC(C=1C=C(O[C@H]2C[C@@H](CC2)NC(OC(C)(C)C)=O)C=CC1)(F)F